CN(CCC1=C(NC(=C1C(=O)N)C1=C(C=CC=C1)[N+](=O)[O-])C1=CC=C(C=C1)C(F)(F)F)C (2-(dimethylamino)ethyl)-5-(2-nitrophenyl)-2-(4-(trifluoromethyl)phenyl)Azole-4-carboxamide